ClC=1C=C(\C=C/2\C(N(C(C2)=O)CCCCCCC(=O)O)=O)C=CC1.C(C)(=O)N[SiH3] acetamidosilane (E)-7-(3-(3-chlorobenzylidene)-2,5-dioxopyrrolidinyl)heptanoate